[Na+].C1=C(C=CC2=CC=CC=C12)OCC(=O)[O-] 2-naphthyloxyacetic acid sodium salt